DIPOLENE [Po]=[Po]